N-{(6R)-7,7-difluoro-2-[6-methyl-4-(2,4,6-trifluorophenyl)[1,2]oxazolo[4,5-c]pyridin-3-yl]-3-oxo-2,5,6,7-tetrahydro-3H-pyrrolo[1,2-c]imidazol-6-yl}methanesulfonamide FC1([C@@H](CN2C(N(C=C21)C2=NOC1=C2C(=NC(=C1)C)C1=C(C=C(C=C1F)F)F)=O)NS(=O)(=O)C)F